Trihexyltetradecylphosphonium hexafluorophosphat F[P-](F)(F)(F)(F)F.C(CCCCC)[P+](CCCCCCCCCCCCCC)(CCCCCC)CCCCCC